Cl.CN(CCC(=O)C=1SC=CC1)C 3-(Dimethylamino)-1-(2-Thienyl)-1-propanone hydrochloride